OC1=C(C=C(C=C1)NC(=O)C1=CC=C(C=C1)C1=CC=CC=C1)NC(=O)N N-(4-hydroxy-3-ureidophenyl)-[1,1'-biphenyl]-4-carboxamide